1-(2,6-dichlorophenyl)-4-((5-(morpholine-4-carbonyl)pyrazin-2-yl)amino)-1H-pyrazole-3-carboxamide ClC1=C(C(=CC=C1)Cl)N1N=C(C(=C1)NC1=NC=C(N=C1)C(=O)N1CCOCC1)C(=O)N